C[Si](C=1CC2=CC(=C(C=C2C1)C)C)(C=1CC2=CC(=C(C=C2C1)C)C)C dimethylbis(5,6-dimethylinden-2-yl)silane